S1(=CC=CC=C1)=O 1λ6-thiopyran 1-oxide